ClC=1C=C(C=CC1)\C=C/CO (Z)-3-(3-chlorophenyl)prop-2-en-1-ol